tert-butyl 4-(4-((1R,2S)-6-(benzyloxy)-2-phenyl-1,2,3,4-tetrahydronaphthalen-1-yl)phenyl)piperazine-1-carboxylate C(C1=CC=CC=C1)OC=1C=C2CC[C@@H]([C@@H](C2=CC1)C1=CC=C(C=C1)N1CCN(CC1)C(=O)OC(C)(C)C)C1=CC=CC=C1